C1(CC1)N1N=CN=C1C(=O)N[C@H](C=1OC2=C(N1)C=C(C=C2)[C@@H](COC)N2C(N[C@@H](C2)C(F)(F)F)=O)C2CCC(CC2)(F)F 1-cyclopropyl-N-((S)-(4,4-difluorocyclohexyl)(5-((S)-2-methoxy-1-((S)-2-oxo-4-(trifluoromethyl)imidazolidin-1-yl)ethyl)benzo[d]oxazol-2-yl)methyl)-1H-1,2,4-triazole-5-carboxamide